CC=1C=C2C(=NNC2=CC1C=1C=C(C=2N(C1)N=CN2)C)C2CCN(CC2)CC(=O)N 2-(4-(5-methyl-6-(8-methyl-[1,2,4]triazolo[1,5-a]pyridin-6-yl)-1H-indazol-3-yl)piperidin-1-yl)acetamide